C(CCCCCCCCCCC)N(CCN1CCN(CC1)CCC(CN(CCCCCCCCCCCCCC)CCCCCCCCCCCCCC)NCCCCCCCCCCCCCC)CCCCCCCCCCCC 1-(2-(4-(2-(Didodecylamino)ethyl)piperazin-1-yl)ethyl)-N1,N2,N2-tritetradecyl-ethane-1,2-diamine